6-(2-fluoro-6-(methoxymethoxy)-4-methylphenyl)-5-methyl-N-((R)-1-methylpiperidin-3-yl)-1,2,4-triazin-3-amine FC1=C(C(=CC(=C1)C)OCOC)C1=C(N=C(N=N1)N[C@H]1CN(CCC1)C)C